1-[(1-fluoro-4-oxo-cyclohexyl)methyl]-5,5-dimethyl-3-(2-trimethylsilylethoxymethyl)imidazolidine-2,4-dione FC1(CCC(CC1)=O)CN1C(N(C(C1(C)C)=O)COCC[Si](C)(C)C)=O